Oxazolium O1C=[NH+]C=C1